CN(C(OC(C)(C)C)=O)CC1=NN(C(C1)=O)CCCC(F)(F)F tert-Butyl methyl{[5-oxo-1-(4,4,4-trifluorobutyl)-4,5-dihydro-1H-pyrazol-3-yl]methyl}carbamate